6-hydroxy-4-(3-methoxybenzyl)-5-oxo-4,5-dihydrothieno[3,2-b]pyridine-7-carboxylic acid OC1=C(C2=C(N(C1=O)CC1=CC(=CC=C1)OC)C=CS2)C(=O)O